C[C@@H]1N(C2=CC=CC=C2CC1)C1CCC(CC1)NNC(OC(C)(C)C)=O 1,1-dimethylethyl N-[[4-[(1R,2S)-2-methyl-3,4-dihydro-2H-quinolin-1-yl]cyclohexyl]amino]carbamate